[Si](C)(C)(C(C)(C)C)OCC(=C)N1C(SC=C1)C1=CC(=C(C=C1)OC)OCC 3-((tert-butyl-dimethylsilyloxy)prop-1-en-2-yl)-2-(3-ethoxy-4-methoxyphenyl)thiazole